ClC=1C=CC(=C2C3(NC(NC12)=O)CCCCC3)OC3=C(C=C(C=C3)F)C3=NN=NN3 8'-chloro-5'-[4-fluoro-2-(1H-tetrazol-5-yl)phenoxy]-1'H-spiro[cyclohexane-1,4'-quinazolin]-2'(3'H)-one